CC1C(CC2NC(C=3C=NC4=C(C[C@]5(C(NC=6N=CC(/C=C/COCCCCCN1C2=O)=CC56)=O)C4)C3)=O)C3=C(C(=CC=C3)F)F (1S,22E)-13-methyl-12-(2,3-difluorophenyl)-20-oxa-5,9,14,26,28-pentazahexacyclo[22.5.2.11,4.13,7.110,14.027,30]tetratriaconta-3,5,7(33),22,24(31),25,27(30)-heptaene-8,29,32-trione